(S)-2-methoxypropan-1-amine HCl salt Cl.CO[C@H](CN)C